cis-salicylic acid-3-hexenyl ester C(CC=CCC)OC(C=1C(O)=CC=CC1)=O